(R)-6-fluoro-1-(2-(hydroxymethyl)phenyl)-4-oxo-7-(2-((pyridin-2-yloxy)methyl)pyrrolidin-1-yl)-1,4-dihydroquinoline-3-carboxylic acid FC=1C=C2C(C(=CN(C2=CC1N1[C@H](CCC1)COC1=NC=CC=C1)C1=C(C=CC=C1)CO)C(=O)O)=O